[Br-].NC(=O)C=1C=C(OCCCCCC[P+](C2=CC=CC=C2)(C2=CC=CC=C2)C2=CC=CC=C2)C=CC1 6-[3-(aminocarbonyl)phenoxy]hexyl-(triphenyl)phosphonium bromide